3-aminopropyl(dimethoxymethylsilane) NCCC[SiH2]C(OC)OC